7-bromo-1-(3-bromo-4-fluoro-phenyl)-4,5,6,7-tetrahydroindazole-3-carbonitrile BrC1CCCC=2C(=NN(C12)C1=CC(=C(C=C1)F)Br)C#N